ClC1=NC=C(C(=O)NC([2H])([2H])[2H])C(=C1)NC1=CC=CC=2C3=C(CN(C12)C)C=NN3C 6-chloro-4-((1,5-dimethyl-4,5-dihydro-1H-pyrazolo[4,3-c]quinolin-6-yl)amino)-N-(methyl-d3)nicotinamide